C(C=C)N[C@H](C(=O)OC)[C@@H](C=C)C methyl (2S,3R)-2-(allylamino)-3-methylpent-4-enoate